methylethoxydimethyl-silane C[Si](C)(C)OCC